Cl.NC=1SC2=C(N1)CC[C@@H](C2)N(CCC)CC2CCN(CC2)C(=O)C2=NC(=C(C=C2)F)Cl (S)-(4-(((2-amino-4,5,6,7-tetrahydrobenzo[d]thiazol-6-yl)(propyl)amino)methyl)piperidin-1-yl)(6-chloro-5-fluoropyridin-2-yl)methanone hydrochloride